(2-chloro-4-hydrazinopyrimidin-5-yl)cyclopropanecarboxamide ClC1=NC=C(C(=N1)NN)C1(CC1)C(=O)N